5-((2-fluorophenyl)ethynyl)-2,3-dihydro-1H-inden-1-one FC1=C(C=CC=C1)C#CC=1C=C2CCC(C2=CC1)=O